N[C@H]([C@H](O)C1=CC=C(C=C1)C(C)(C)C)C1=CC=C(C=C1)C(C)(C)C (1R,2S)-2-amino-1,2-bis(4-(tert-butyl)phenyl)ethane-1-ol